3-phenoxy-thiophene O(C1=CC=CC=C1)C1=CSC=C1